N-((4-fluorophenyl)(tetrahydrofuran-2-yl)methyl)-4-(trifluoromethoxy)benzenesulfonamide FC1=CC=C(C=C1)C(NS(=O)(=O)C1=CC=C(C=C1)OC(F)(F)F)C1OCCC1